1,1-diethylpyrrolidinium C(C)[N+]1(CCCC1)CC